5-Bromo-N-(2,3-dihydroxypropoxy)-3,4-difluoro-2-[(2-fluoro-4-iodophenyl)amino]benzamid BrC=1C(=C(C(=C(C(=O)NOCC(CO)O)C1)NC1=C(C=C(C=C1)I)F)F)F